tert-butyl 6-oxo-3-(trifluoromethyl)-6,7,7a,8,10,11-hexahydropyrazino[1,2-d]pyrido[3,2-b][1,4]diazepine-9(5H)-carboxylate O=C1CC2N(C3=C(N1)C=C(C=N3)C(F)(F)F)CCN(C2)C(=O)OC(C)(C)C